(R)-6-(8-((1,3-dimethyl-1H-pyrazol-5-yl)sulfonyl)-8-azaspiro[4.5]dec-2-yl)-2-oxa-6-azaspiro[3.3]heptane CN1N=C(C=C1S(=O)(=O)N1CCC2(CC[C@H](C2)N2CC3(COC3)C2)CC1)C